C(C)(C)(C)OC(=O)N1CC(OCC1)C1=CC=C(C=C1)F.FC1=CC=C(C=C1)N1N=CC=2C1=NC=NC2NNC(C2=CC=C(C=C2)OC)=O N'-[1-(4-fluorophenyl)-1H-pyrazolo[3,4-d]pyrimidine-4-yl]-4-methoxybenzoyl-hydrazine tert-butyl-2-(4-fluorophenyl)morpholine-4-carboxylate